[Si](C1=CC=CC=C1)(C1=CC=CC=C1)(C(C)(C)C)OCC=CCC(C(=O)C1N(CCC2=C1C=NN2C(=O)[O-])C(=O)[O-])C(=O)OCC 4-(((tert-butyldiphenylsilyloxy)methyl)-2-(ethoxycarbonyl)pent-4-enoyl)-6,7-dihydro-1H-pyrazolo[4,3-c]pyridine-1,5(4H)-dicarboxylate